N-(2-fluorobenzyl)-N-methylbenzamide FC1=C(CN(C(C2=CC=CC=C2)=O)C)C=CC=C1